(S)-4-(chloroformyl)-2-methylpiperazine-1-carboxylic acid tert-butyl ester C(C)(C)(C)OC(=O)N1[C@H](CN(CC1)C(=O)Cl)C